NC=1N=C2N(C=C(C=C2)C=2C(=C3C=NNC3=CC2)C)C1C(=O)[C@H]1[C@H](C1)F (2-amino-6-(4-methyl-1H-indazol-5-yl)imidazo[1,2-a]pyridin-3-yl)((1s,2s)-2-fluorocyclopropyl)methanone